4-((S)-4-propenoyl-2-methylpiperazin-1-yl)-6-chloro-7-(2-fluoro-6-hydroxyphenyl)-1-(2-isopropyl-4-(methylthio)pyridin-3-yl)pyrido[2,3-d]pyrimidin-2(1H)-one C(C=C)(=O)N1C[C@@H](N(CC1)C=1C2=C(N(C(N1)=O)C=1C(=NC=CC1SC)C(C)C)N=C(C(=C2)Cl)C2=C(C=CC=C2O)F)C